2-(3-(4-(2-((R)-3,4-dimethyl-5-oxopiperazin-1-yl)ethoxy)phenyl)ureido)-N-(4-(((2S,4R)-2-methyl-1-propionyl-1,2,3,4-tetrahydroquinolin-4-yl)amino)phenyl)acetamide C[C@@H]1CN(CC(N1C)=O)CCOC1=CC=C(C=C1)NC(NCC(=O)NC1=CC=C(C=C1)N[C@@H]1C[C@@H](N(C2=CC=CC=C12)C(CC)=O)C)=O